C(C)OC1=CC=CC=C1 ethyl-oxy-benzene